ClC1=C(C(=C(C=C1C(F)(F)F)N1N=C(C2=CC(=C(C=C12)F)N1C2(CC2)CN(CC1)S(=O)(=O)C)C)F)O 2-Chloro-6-fluoro-5-(6-fluoro-3-methyl-5-(7-(methylsulfonyl)-4,7-diazaspiro[2.5]octan-4-yl)-1H-indazol-1-yl)-3-(trifluoromethyl)phenol